C(#N)C1CC(C1)(C=1C=C2C(NCC2=CC1)=O)CC(=O)O 2-(3-cyano-1-(3-oxoisoindolin-5-yl)cyclobutyl)acetic acid